3,4,10-trihydroxy-13-(((2R,4R,5S,6S)-5-hydroxy-4-methoxy-4,6-dimethyl-5-((propylamino)methyl)tetrahydro-2H-pyran-2-yl)oxy)-3,5,8,10,12,14-hexamethyl-1-oxa-6-azacyclopentadecan-15-one OC1(COC(C(C(C(CC(CC(CNC(C1O)C)C)(C)O)C)O[C@@H]1O[C@H]([C@]([C@](C1)(C)OC)(CNCCC)O)C)C)=O)C